[N+](=O)([O-])C1=C(C(=O)O)C=C(C=C1)S 2-Nitro-5-mercaptobenzoic acid